NC1=NC=C(C=C1O[C@H](C)C=1C=C(C=CC1)NC(=O)C1=CC=CC=2S(CCC21)(=O)=O)Cl (R)-N-(3-(1-((2-Amino-5-chloropyridin-3-yl)oxy)ethyl)phenyl)-2,3-dihydrobenzo[b]thiophen-4-carboxamid-1,1-dioxid